di-(tert-butyl)(3,5-diethoxyphenyl)phosphonium tetramesitylborate C1(=C(C(=CC(=C1)C)C)[B-](C1=C(C=C(C=C1C)C)C)(C1=C(C=C(C=C1C)C)C)C1=C(C=C(C=C1C)C)C)C.C(C)(C)(C)[PH+](C1=CC(=CC(=C1)OCC)OCC)C(C)(C)C